BrC1=NC=CC=C1CO[Si](C)(C)C(C)(C)C 2-Bromo-3-(((tert-butyldimethylsilyl)oxy)methyl)pyridine